NCCCNN(C(O)=O)CCCCC(N)=O 3-amino-propylamino-4-carbamoylbutylcarbamic acid